tert-Butyl 4-cyano-6-(2,4-dioxotetrahydropyrimidin-1(2H)-yl)-1H-indole-1-carboxylate C(#N)C1=C2C=CN(C2=CC(=C1)N1C(NC(CC1)=O)=O)C(=O)OC(C)(C)C